FC(F)(F)C1=NC=CC=C1 (trifluoromethyl)pyridine